ClC=1C=CC2=C(C(=CO2)N2C=NC3=C2C=CC=C3)C1 1-(5-Chlorobenzofuran-3-yl)-1H-benzo[d]imidazole